C1(CC1)C1=C(C(=NO1)C1=C(C=CC=C1Cl)Cl)CO[C@@H]1C[C@H]2CN([C@@H]1C2)C=2SC1=C(N2)C(=CC(=C1)C(=O)O)F 2-[(1R,4S,6R)-6-{[5-cyclopropyl-3-(2,6-dichlorophenyl)-1,2-oxazol-4-yl]methoxy}-2-azabicyclo[2.2.1]heptan-2-yl]-4-fluoro-1,3-benzothiazole-6-carboxylic acid